Phenyl-[(biphenylyl)dibenzothiophenyl](dimethylfluorenyl)triazine C1(=CC=CC=C1)C1=C(C(=NN=N1)C1=C(C(=CC=2C3=CC=CC=C3CC12)C)C)C1=C(C=CC=2SC3=C(C21)C=CC=C3)C3=C(C=CC=C3)C3=CC=CC=C3